(R)-N-(2-(4-(dimethylamino)piperidin-1-yl)-4-methoxy-5-((6-(3-(3-phenoxyphenyl)isoxazolidin-2-yl)pyrimidin-4-yl)amino)phenyl)acrylamide CN(C1CCN(CC1)C1=C(C=C(C(=C1)OC)NC1=NC=NC(=C1)N1OCC[C@@H]1C1=CC(=CC=C1)OC1=CC=CC=C1)NC(C=C)=O)C